6-(Cbz-amino)-1-hexanol C(=O)(OCC1=CC=CC=C1)NCCCCCCO